3-(3-(5-isopropyl-2-methylphenoxy)propyl)-8-phenylbenzo[d][1,2,3]triazin-4(3H)-one C(C)(C)C=1C=CC(=C(OCCCN2N=NC3=C(C2=O)C=CC=C3C3=CC=CC=C3)C1)C